C(CCC)C(CO)CCCCCC 2-butyloctanol